FC(C=1C=C(C=CC1)S(=O)(=O)N1C2=C(O[C@H](C1)CCC(=O)O)C=CC(=C2)C=2C=NC=C(C2)C(F)(F)F)(F)F (S)-3-(4-((3-(trifluoromethyl)-phenyl)sulfonyl)-6-(5-(trifluoromethyl)pyridin-3-yl)-3,4-dihydro-2H-benzo[b][1,4]oxazin-2-yl)propanoic acid